FC=1C(=C(C=CC1F)C(=O)N1CC(C1)([C@H]1NCCCC1)O)NC1=C(C=C(C=C1)I)F (S)-[3,4-Difluoro-2-(2-fluoro-4-iodophenylamino)phenyl][3-hydroxy-3-(piperidin-2-yl)azetidine-1-yl]methanone